4-[2-[3-(2-pyridyl)pyrazol-1-yl]-7-tetrahydropyran-4-yl-pyrido[3,2-d]pyrimidin-4-yl]morpholine N1=C(C=CC=C1)C1=NN(C=C1)C=1N=C(C2=C(N1)C=C(C=N2)C2CCOCC2)N2CCOCC2